(S)-2-((4-(2-hydroxyphenyl)-6-oxo-3,6-dihydropyridin-1(2H)-yl)methyl)-1-(oxetan-2-ylmethyl)-1H-benzo[d]imidazole-6-carboxylic acid methyl ester COC(=O)C=1C=CC2=C(N(C(=N2)CN2CCC(=CC2=O)C2=C(C=CC=C2)O)C[C@H]2OCC2)C1